ClC1=CC(=C(C=C1)C1=C(N(N=N1)CC)CN1N=CC(=CC1=O)N1CC(C1)OCC(F)(F)F)F 2-[[5-(4-chloro-2-fluoro-phenyl)-3-ethyl-triazol-4-yl]methyl]-5-[3-(2,2,2-trifluoroethoxy)azetidin-1-yl]pyridazin-3-one